ClC1=C(C=CC=C1F)C=1CCN(CC1)CC=1C=C2CN(C(C2=CC1)=O)C1C(NC(CC1)=O)=O 3-(5-((4-(2-chloro-3-fluorophenyl)-3,6-dihydropyridin-1(2H)-yl)methyl)-1-oxoisoindolin-2-yl)piperidine-2,6-dione